OC(=O)C(F)(F)F.COC=1C=C(C=C(C1CCN1CCC(CC1)OC1CCNCC1)OC)C1=CN(C(C2=CN=CC=C12)=O)CCCCCC 4-(3,5-dimethoxy-4-(2-(4-(piperidin-4-yloxy)piperidin-1-yl)ethyl)phenyl)-2-hexyl-2,7-naphthyridin-1(2H)-one TFA salt